1-(dimethylcarbamoyl)-3-(5-{[(4-fluorophenyl)methyl]amino}-1-(thiophene-3-carbonyl)-1H-pyrazol-3-yl)-4-methylpiperidine-2-carboxylic acid CN(C(=O)N1C(C(C(CC1)C)C1=NN(C(=C1)NCC1=CC=C(C=C1)F)C(=O)C1=CSC=C1)C(=O)O)C